adenosyl-methionine succinate C(CCC(=O)O)(=O)O.[C@@H]1([C@H](O)[C@H](O)[C@@H](CN[C@@H](CCSC)C(=O)O)O1)N1C=NC=2C(N)=NC=NC12